(R)-N-((4,6-dimethyl-2-oxo-1,2-dihydropyridin-3-yl)methyl)-1-(1-(1-(2-(3-mercaptopropanamido)ethyl)piperidin-4-yl)ethyl)-2-methyl-1H-indole-3-carboxamide CC1=C(C(NC(=C1)C)=O)CNC(=O)C1=C(N(C2=CC=CC=C12)[C@H](C)C1CCN(CC1)CCNC(CCS)=O)C